6-(3,5-dichloro-4-((4-isopropyl-5-oxo-4,5-dihydro-1,3,4-oxadiazol-2-yl)methyl)phenyl)-2-(fluoromethyl)-1,2,4-triazine-3,5(2H,4H)-dione ClC=1C=C(C=C(C1CC=1OC(N(N1)C(C)C)=O)Cl)C=1C(NC(N(N1)CF)=O)=O